C(C)(C)(C)OC(=O)N1CC(OC2=C(C1)N=C(C=C2)O)(C)CC 2-Ethyl-7-hydroxy-2-methyl-2,3-dihydropyrido[2,3-f][1,4]oxazepine-4(5H)-carboxylic acid tert-butyl ester